1,4-dimethyl-2-(3-(4-methylpiperazin-1-yl)propyl)-7-(1H-pyrazol-3-yl)-1H-imidazo[4,5-d]thieno[3,2-b]pyridine hydrochloride Cl.CN1C(=NC=2C1=C1C(=NC2C)C=C(S1)C1=NNC=C1)CCCN1CCN(CC1)C